1-{1H-pyrrolo[2,3-b]pyridin-5-yl}ethan-1-amine hydrochloride Cl.N1C=CC=2C1=NC=C(C2)C(C)N